C(OC1=CC=C(C(=O)OCC2=CC=CC=C2)C=C1)COC1=CC=C(C(=O)OCC2=CC=CC=C2)C=C1 dibenzyl 4,4'-ethylenedioxybisbenzoate